C(C)(=O)N1CC2(C1)CC(C2)NC2=NC=C1C3(CN(C(C1=C2)=O)C[C@@H](CN2CC1=CC=CC=C1CC2)O)CC3 (R)-7'-((2-acetyl-2-azaspiro[3.3]hept-6-yl)amino)-2'-(3-(3,4-dihydroisoquinoline-2(1H)-yl)-2-hydroxypropyl)-2',3'-dihydro-1'H-spiro[cyclopropane-1,4'-[2,6]naphthyridine]-1'-one